(3S,4R)-4-(4-amino-5-chloro-methoxybenzamido)-3-methoxypiperidine-1-carboxylic acid tert-butyl ester C(C)(C)(C)OC(=O)N1C[C@@H]([C@@H](CC1)NC(C1=C(C=C(C(=C1)Cl)N)OC)=O)OC